ClC1=C(C(=CC(=C1)Cl)F)NC=1N(C2=NC(=NC=C2N1)N[C@H]1[C@@H](CCC1)O)C1CCC(CC1)C(=O)N (1S,4s)-4-(8-(2,4-dichloro-6-fluorophenylamino)-2-((1R,2R)-2-hydroxycyclopentylamino)-9H-purin-9-yl)cyclohexanecarboxamide